C(C)NS(=O)(=O)C=1SC=C(N1)C(=O)N1CC2=CC=CC(=C2CC1)OC1=CC=C(C=C1)C(F)(F)F N-ethyl-4-(5-(4-(trifluoromethyl)phenoxy)-1,2,3,4-tetrahydroisoquinoline-2-carbonyl)thiazole-2-sulfonamide